5-(4-((7-Ethyl-6-oxo-5,6-dihydro-1,5-naphthyridin-3-yl)methyl)piperazin-1-yl)-3-fluoro-N-methylpyridineamide C(C)C=1C(NC=2C=C(C=NC2C1)CN1CCN(CC1)C=1C=C(C(=NC1)C(=O)NC)F)=O